5-hydroxy-N-methylbenzamide OC=1C=CC=C(C(=O)NC)C1